2-(6-{5-chloro-2-[(oxacyclohex-4-yl)amino]pyrimidin-4-yl}-1-oxo-2,3-dihydro-1H-isoindol-2-yl)-N-[(1R)-1-cyclohexylethyl]acetamide ClC=1C(=NC(=NC1)NC1CCOCC1)C1=CC=C2CN(C(C2=C1)=O)CC(=O)N[C@H](C)C1CCCCC1